2-[[6-(acetylsulfamoyl)-3-morpholinosulfonyl-4-quinolyl]amino]benzoic acid C(C)(=O)NS(=O)(=O)C=1C=C2C(=C(C=NC2=CC1)S(=O)(=O)N1CCOCC1)NC1=C(C(=O)O)C=CC=C1